C(=C)(C)C1CC=CCC1 4-Isopropenyl-1-cyclohexene